4-((2S,3R,4S,5R)-3-(4-fluoro-2-methoxyphenyl)-4,5-dimethyl-5-(trifluoromethyl)tetrahydrofuran-2-carboxamido)picolinamide FC1=CC(=C(C=C1)[C@@H]1[C@H](O[C@]([C@H]1C)(C(F)(F)F)C)C(=O)NC1=CC(=NC=C1)C(=O)N)OC